COC1=NC=CC(=C1N1CCC(CC1)N1C(N(C=2C([C@H]1C)=CN(N2)C)CC2=C(C=CC=C2)C(F)(F)F)=O)C(F)(F)F (R)-5-(2'-methoxy-4'-trifluoromethyl-3,4,5,6-tetrahydro-2H-[1,3']bipyridinyl-4-yl)-2,4-dimethyl-7-(2-trifluoromethyl-benzyl)-2,4,5,7-tetrahydro-pyrazolo[3,4-d]pyrimidin-6-one